BrC1=CC=2N=CN=C(C2N=C1Cl)NC1=C(C=C(C(=C1)C)OC1=CC=2N(C=C1)N=CN2)F 7-bromo-6-chloro-N-(2-fluoro-5-methyl-4-{[1,2,4]triazolo[1,5-a]pyridin-7-yloxy}phenyl)pyrido[3,2-d]pyrimidin-4-amine